Chlorocosane ClCCCCCCCCCCCCCCCCCCCC